5-tetrahydropyran-4-ylfuran-2-carboxylic acid O1CCC(CC1)C1=CC=C(O1)C(=O)O